4-[5-[5-[(1R)-1-(3,5-dichloro-4-pyridyl)ethoxy]-1H-indazol-3-yl]-3-methyl-2-pyridyl]morpholine ClC=1C=NC=C(C1[C@@H](C)OC=1C=C2C(=NNC2=CC1)C=1C=C(C(=NC1)N1CCOCC1)C)Cl